(2S,5R)-2-isopropyl-3,6-dimethoxy-5-((6-methoxypyridin-2-yl)methyl)-2,5-dihydropyrazine C(C)(C)[C@@H]1N=C([C@H](N=C1OC)CC1=NC(=CC=C1)OC)OC